9-amino-10-phenanthreneboronic acid NC=1C2=CC=CC=C2C=2C=CC=CC2C1B(O)O